C1=CC=CC=2C3=CC(=CC=C3CC12)OC(C(=C)C)=O.ClC1=CC(=C(C=C1)NNC(=O)NC(C1=C(C=C(C=C1)Cl)Cl)=O)F 2-(4-chloro-2-fluorophenyl)-N-(2,4-dichlorobenzoyl)hydrazinecarboxamide (7S)-6-fluorenylmethacrylate